BrC=1C(=C(C=CC1)CN1C(OC2=C(C1)C=CC(=C2)OCC2=CC=C(C=C2)OC)=O)F 3-[(3-bromo-2-fluorophenyl)methyl]-7-[(4-methoxyphenyl)methoxy]-3,4-dihydro-2H-1,3-benzoxazin-2-one